NC1=CC=C(C=C1)C(C1=CC=C(N)C=C1)C1=CC=C(C=C1)OC(F)(F)F 4-[(4-aminophenyl){4-[(trifluoromethyl)oxy]phenyl}methyl]aniline